C1(CCCCC1)N[C@H](CC1CCCCC1)C(=O)N1[C@@H](CN(CC1)C(=O)OC1=C(C(=C(C=C1)C)C)Cl)C(NCC=1SC=CC1)=O 2-chloro-3,4-dimethylphenyl (3S)-4-(N,3-dicyclohexyl-D-alanyl)-3-[(thiophen-2-ylmethyl)carbamoyl]piperazine-1-carboxylate